Tert-butyl(2,2-difluoro-3-(prop-2-yn-1-yloxy)propyl)(methyl)carbamate C(C)(C)(C)OC(N(C)CC(COCC#C)(F)F)=O